C(C1=CC=CC=C1)OC1=C(OCC(O)C2=C(C=C(C=C2)OC)F)C=CC(=C1)CN1C=NC=2C1=NC=C(C2)C=2C(=NN(C2)C)C 2-(2-(benzyloxy)-4-((6-(1,3-dimethyl-1H-pyrazol-4-yl)-3H-imidazo[4,5-b]pyridin-3-yl)methyl)phenoxy)-1-(2-fluoro-4-methoxyphenyl)ethan-1-ol